ClC1=CC=C(C=C1)[C@@]1(N(C(C2=CC(=CC=C12)C(C(=O)N(C)C)(C)O)=O)CC1=CC=C(C=C1)Cl)OCC1(CC1)CO 2-[(1R)-1-(4-Chlorophenyl)-2-[(4-chlorophenyl)methyl]-1-([1-(hydroxymethyl)cyclopropyl]methoxy)-3-oxo-2,3-dihydro-1H-isoindol-5-yl]-2-hydroxy-N,N-Dimethylpropanamide